C(C)(C)(C)OC(C(C)N1C(C=2N(CC1)C=C(C2)C2=NC(=NC=C2C)Cl)=O)=O 2-(7-(2-chloro-5-methylpyrimidin-4-yl)-1-oxo-3,4-dihydropyrrolo[1,2-a]pyrazin-2(1H)-yl)propionic acid tert-butyl ester